C(C)(=O)N1CCN(CC1)C1=CC=2N(C(=C1)C1=CC=C(C#N)C=C1)N=CN2 4-[7-(4-acetylpiperazin-1-yl)-[1,2,4]triazolo[1,5-a]pyridin-5-yl]benzonitrile